(2-(4-amino-3-(4-phenoxyphenyl)-1H-pyrazolo[3,4-d]pyrimidin-1-yl)ethyl)-2,3,4,5-tetrafluoro-6-methoxybenzenesulfonamide NC1=C2C(=NC=N1)N(N=C2C2=CC=C(C=C2)OC2=CC=CC=C2)CCNS(=O)(=O)C2=C(C(=C(C(=C2OC)F)F)F)F